FC=1C(=NC=C(C1)F)NC1=NC=C(C(=O)NOCC)C=C1 6-((3,5-difluoropyridin-2-yl)amino)-N-ethoxynicotinamide